C(C)(C)[C@@H]1N=C([C@@H](N=C1OC)CC1=C2CCCOC2=C(C=C1)C=1C(N(C(N(C1)C)=O)C)=O)OC 5-(5-(((2S,5S)-5-isopropyl-3,6-dimethoxy-2,5-dihydropyrazin-2-yl)methyl)chroman-8-yl)-1,3-dimethylpyrimidin-2,4(1H,3H)-dione